2-(4-(Ethylsulfonyl)phenyl)acetic acid C(C)S(=O)(=O)C1=CC=C(C=C1)CC(=O)O